tert-butyl N-methyl-N-[2-[2-[2-[2-(3-trityloxypropoxy) ethoxy]ethoxy]ethoxy]ethyl]carbamate CN(C(OC(C)(C)C)=O)CCOCCOCCOCCOCCCOC(C1=CC=CC=C1)(C1=CC=CC=C1)C1=CC=CC=C1